pyridin-2-yl-(4-(pyridin-4-ylmethyl)-1-((2-(trimethylsilyl)ethoxy)methyl)-1H-imidazol-2-yl)methanol N1=C(C=CC=C1)C(O)C=1N(C=C(N1)CC1=CC=NC=C1)COCC[Si](C)(C)C